5-acetoxy-2-[2,6-dimethyl-4-(trifluoromethyl)phenyl]-6-ethyl-4-(4-fluoro-1H-pyrazol-1-yl)pyridazin-3(2H)-one C(C)(=O)OC1=C(C(N(N=C1CC)C1=C(C=C(C=C1C)C(F)(F)F)C)=O)N1N=CC(=C1)F